OC1=C(C=CC=C1)C=1C=CC=CC1O 4,4'-dihydroxy-3,3'-biphenyl